C(C)OC(/C=C/C=1C=CC2=C([C@H]([C@@H](O2)C2=CC=C(C=C2)O)C(=O)OC)C1)=O methyl (2R,3R)-5-((E)-3-ethoxy-3-oxoprop-1-en-1-yl)-2-(4-hydroxyphenyl)-2,3-dihydrobenzofuran-3-carboxylate